sodium 4-vinylbenzoic acid, γ,γ-Dimethylallylphosphate-ammonium salt [NH4+].CC(=CCOP(=O)([O-])[O-])C.C(=C)C1=CC=C(C(=O)O)C=C1.[Na+]